C[Si](C1(NC=CC=C1)C)(C)C 2-(trimethylsilyl)picoline